1-butyl-3-(trifluoromethyl)-1H-pyrazol-4-amine C(CCC)N1N=C(C(=C1)N)C(F)(F)F